FC(CO)(F)C=1C(=C(C=CC1)C(C)=O)F 1-[3-(1,1-difluoro-2-hydroxy-ethyl)-2-fluoro-phenyl]ethanone